tert-butyl 4-(7-hydroxy-5-oxo-[1,3,4]thiadiazolo[3,2-a]pyrimidin-2-yl)piperazine-1-carboxylate OC=1N=C2N(C(C1)=O)N=C(S2)N2CCN(CC2)C(=O)OC(C)(C)C